4-(2-acryloyl-1,2,3,4-tetrahydroisoquinolin-5-yl)-5-cyano-2,3-dimethyl-1H-indole-7-carboxamide C(C=C)(=O)N1CC2=CC=CC(=C2CC1)C1=C2C(=C(NC2=C(C=C1C#N)C(=O)N)C)C